4-(Hydroxymethyl)-5-methyl-1,3-dioxan-2-one OCC1OC(OCC1C)=O